tert-butyl-7-ethynyl-2H,3H,4H-pyrido[3,2-b][1,4]oxazin-3-one C(C)(C)(C)C1C(NC2=C(O1)C=C(C=N2)C#C)=O